[6-bromo-2-(3-chloro-5-fluoro-difluorophenoxy)phenyl]fluoroacetic acid BrC1=CC=CC(=C1C(C(=O)O)F)OC1=C(C(=C(C(=C1)F)F)Cl)F